N,N'-bis(4-bromophenyl)benzoyl-hydrazine BrC1=CC=C(C=C1)N(NC1=CC=C(C=C1)Br)C(C1=CC=CC=C1)=O